ClC=1C(=NC(=NC1)NC1CCOCC1)C1=CC=C2CN(C(C2=C1)=O)CC(=O)NC(C)(C)C1=CC2=C(OCCO2)C=C1 2-(6-{5-chloro-2-[(oxan-4-yl)amino]pyrimidin-4-yl}-1-oxo-2,3-dihydro-1H-isoindol-2-yl)-N-[2-(2,3-dihydro-1,4-benzodioxin-6-yl)propan-2-yl]acetamide